2-(4-methyl-2-(3-(4-methylpiperazin-1-yl)propyl)phenoxy)benzonitrile CC1=CC(=C(OC2=C(C#N)C=CC=C2)C=C1)CCCN1CCN(CC1)C